NC1=CC=C(C=C1)C1=C(C=CC=C1)N 4,2'-diaminobiphenyl